ClC(C(C)(C)[Pd-](C1=CC=C(C=C1)N(C)C)C(C)(C)C)Cl dichlorodi-t-butyl-(4-dimethylaminophenyl)palladium (II)